5-(3-(2-(4-chlorophenyl)ethynyl)phenoxy)-1H-1,2,3-triazole-4-carboxylic acid ClC1=CC=C(C=C1)C#CC=1C=C(OC2=C(N=NN2)C(=O)O)C=CC1